3-(2-imidazolin-1-yl)propyltrimethoxysilane N1(C=NCC1)CCC[Si](OC)(OC)OC